(S)-7-isopropoxy-1-((5-oxopyrrolidin-2-yl)methoxy)-4-(1-(tetrahydro-2H-pyran-4-yl)-1H-pyrazol-4-yl)isoquinoline-6-carboxamide C(C)(C)OC1=C(C=C2C(=CN=C(C2=C1)OC[C@H]1NC(CC1)=O)C=1C=NN(C1)C1CCOCC1)C(=O)N